COC1=C(C(=CC=C1)OC)O L-2,6-dimethoxyphenol